2-(3''-(9,9-dimethyl-9H-fluoren-3-yl)-[1,1':3',1''-terphenyl]-3-yl)-4,6-diphenylpyrimidine CC1(C2=CC=CC=C2C=2C=C(C=CC12)C=1C=C(C=CC1)C=1C=C(C=CC1)C1=CC(=CC=C1)C1=NC(=CC(=N1)C1=CC=CC=C1)C1=CC=CC=C1)C